C(C(=C)C)(=O)OCCC(C)[Si](O[Si](C)(C)C)(O[Si](C)(C)C)O[Si](C)(C)C 3-[tris(trimethylsilyloxy)silyl]butyl methacrylate